tert-butyl 4-(4-(2-((2-chloro-4-(trifluoromethyl)phenyl)amino)-2-oxoethyl)-5-ethyl-2-(2-methoxypyridin-4-yl)-7-oxo-4,7-dihydrothiazolo[4,5-b]pyridin-6-yl)piperazine-1-carboxylate ClC1=C(C=CC(=C1)C(F)(F)F)NC(CN1C2=C(C(C(=C1CC)N1CCN(CC1)C(=O)OC(C)(C)C)=O)SC(=N2)C2=CC(=NC=C2)OC)=O